C(C)O[C@H]1C[C@H](N(CC1)CC1=C2C=CNC2=C(C=C1OC)C)C1=CC=C(C(=O)N[C@@H](CC2=CC=CC=C2)C(=O)O)C=C1 (4-((2S,4R)-4-ethoxy-1-((5-methoxy-7-methyl-1H-indol-4-yl)methyl)piperidin-2-yl)benzoyl)phenylalanine